15-Hydroxyhexacosa-17,20-dienoic acid OC(CCCCCCCCCCCCCC(=O)O)CC=CCC=CCCCCC